2-[1-[5-chloro-3-(2,4-dioxohexahydropyrimidin-1-yl)-1-methyl-indazol-6-yl]-4-hydroxy-4-piperidyl]acetic acid ClC=1C=C2C(=NN(C2=CC1N1CCC(CC1)(O)CC(=O)O)C)N1C(NC(CC1)=O)=O